4-(6-(4-(3,3-dimethylbutyryl)piperazin-1-yl)-5-methylpyridin-3-yl)-6-(1-methyl-1H-pyrazol-4-yl)pyrazolo[1,5-a]pyridine-3-carbonitrile CC(CC(=O)N1CCN(CC1)C1=C(C=C(C=N1)C=1C=2N(C=C(C1)C=1C=NN(C1)C)N=CC2C#N)C)(C)C